4-(2-azido-5-chlorophenyl)-2,5-dimethoxypyridine N(=[N+]=[N-])C1=C(C=C(C=C1)Cl)C1=CC(=NC=C1OC)OC